COC(=O)[C@@H]1CC[C@H](CC1)C(=O)N1CCOCC1.NC1=NC(=C(C=N1)C#N)NC(C)C1=C(OC2=C(C=CC=C2C1=O)F)C1=CC=CC=C1 amino-5-cyano-6-(1-(8-fluoro-4-oxo-2-phenyl-4H-chromen-3-yl)ethylamino)pyrimidine methyl-trans-4-(morpholin-4-ylcarbonyl)cyclohexanecarboxylate